C(C=C)OC(=O)NC[C@H](CN(C[C@@H](CNC(OCC=C)=O)O)C[C@@H](CNC([C@H](CCCCNC(=O)OC(C)(C)C)N)=O)O)O Allyl N-[(2R)-3-[[(2R)-3-(allyloxycarbonylamino)-2-hydroxypropyl]-[(2R)-3-[[(2S)-2-amino-6-(tertbutoxycarbonylamino)hexanoyl]amino]-2-hydroxy-propyl]amino]-2-hydroxy-propyl]carbamate